O[C@@H](C(=O)OC)CC1=CC=CC=C1 Methyl (R)-2-hydroxy-3-phenylpropionate